THIAZOLECARBOXAMIDE S1C(=NC=C1)C(=O)N